OXATHIANE C1CSCCO1